C(=O)C1(CCC1)N(NC(=O)OC(C)(C)C)C(=O)OC(C)(C)C di-tert-butyl 1-(1-formylcyclobutyl)hydrazine-1,2-dicarboxylate